C[C@@]12C(CC[C@H]1[C@@H]1CCC3=CC(C=C[C@]3(C)[C@H]1CC2)=O)=O androsta-1,4-di-ene-3,17-dione